2-phenyl-3-(3,3,3-trifluoro-1-(5-isothiocyanatothiophen-2-yl)propyl)-1H-indole C1(=CC=CC=C1)C=1NC2=CC=CC=C2C1C(CC(F)(F)F)C=1SC(=CC1)N=C=S